3-[1-methyl-6-[(3S)-pyrrolidin-3-yl]indazol-3-yl]piperidine-2,6-dione CN1N=C(C2=CC=C(C=C12)[C@H]1CNCC1)C1C(NC(CC1)=O)=O